tert-butyl 1-methyl-3-trityl-3,8-diazabicyclo[3.2.1]octane-8-carboxylate CC12CN(CC(CC1)N2C(=O)OC(C)(C)C)C(C2=CC=CC=C2)(C2=CC=CC=C2)C2=CC=CC=C2